N-((4'-chloro-3-(1-cyclopropyl-1H-pyrazol-3-yl)-[1,1'-biphenyl]-4-yl)methyl)acrylamide ClC1=CC=C(C=C1)C1=CC(=C(C=C1)CNC(C=C)=O)C1=NN(C=C1)C1CC1